N-[(1S,3S)-3-{5-[5-methyl-3-(2,4,6-trifluorophenyl)pyridin-2-yl]-4,5-dihydro-1,2-oxazol-3-yl}cyclopentyl]methanesulfonamide CC=1C=C(C(=NC1)C1CC(=NO1)[C@@H]1C[C@H](CC1)NS(=O)(=O)C)C1=C(C=C(C=C1F)F)F